[1-(2,6-dioxo-3-piperidyl)indolin-5-yl]piperidine-1-carboxylic acid tert-butyl ester C(C)(C)(C)OC(=O)N1C(CCCC1)C=1C=C2CCN(C2=CC1)C1C(NC(CC1)=O)=O